2-(2-fluoro-4-(2-((5-methyl-4-(2-methylpyrimidin-4-yl)thiazol-2-yl)amino)-2-oxoethyl)phenoxy)nicotinamide methyl-(4'-((tert-butoxycarbonyl)amino)-[1,1'-biphenyl]-4-carbonyl)-L-serinate CN([C@@H](CO)C(=O)O)C(=O)C1=CC=C(C=C1)C1=CC=C(C=C1)NC(=O)OC(C)(C)C.FC1=C(OC2=C(C(=O)N)C=CC=N2)C=CC(=C1)CC(=O)NC=1SC(=C(N1)C1=NC(=NC=C1)C)C